CN(C=1C=C2C(=CC=NC2=CC1)NC1=NC=C(C(=O)NC2=CC=C(C=C2)NC2=CC(=NC(=C2)C)C)C=C1)C 6-(6-(dimethylamino)quinolin-4-ylamino)-N-(4-(2,6-dimethylpyridin-4-ylamino)phenyl)nicotinamide